2-(DIMETHYLAMINO)ETHYL BIS(8-(DIDECYLAMINO)-8-OXOOCTYL)CARBAMATE C(CCCCCCCCC)N(C(CCCCCCCN(C(OCCN(C)C)=O)CCCCCCCC(N(CCCCCCCCCC)CCCCCCCCCC)=O)=O)CCCCCCCCCC